p-tolylbiguanide C1(=CC=C(C=C1)NC(=N)NC(=N)N)C